C(CCCC\C=C/C)=O (Z)-6-octenal